5-bromo-3-hydroxy-2-methylpyridine-4-carboxylic acid BrC=1C(=C(C(=NC1)C)O)C(=O)O